N-(2-chloro-4-(trifluoromethyl)thiophen-3-yl)-2-((6-(4-(2-hydroxyethyl)piperazin-1-yl)-2-methylpyrimidin-4-yl)amino)thiazole-5-carboxamide ClC=1SC=C(C1NC(=O)C1=CN=C(S1)NC1=NC(=NC(=C1)N1CCN(CC1)CCO)C)C(F)(F)F